ClC1=C(OC2=CC=CC3=C2NC(=NS3(=O)=O)NC(C)(C)C3=CC=CC=C3)C=CC=C1 5-(2-chlorophenoxy)-3-((2-phenylpropan-2-yl)amino)-4H-benzo[e][1,2,4]thiadiazine 1,1-dioxide